CN1N=C(C=C1C(=O)O)C(C(F)(F)F)OC 1-methyl-3-(2,2,2-trifluoro-1-methoxyethyl)-1H-pyrazole-5-carboxylic acid